C1(=CC=C(C=C1)C(=O)O)C(=O)O Benzen-1,4-dicarboxylic Acid